Methyl 3-(5-Acetyl-4-fluorothiophen-2-yl)-3-[3-(Hydroxymethyl)-4-Methylphenyl]-2-methylpropanoate C(C)(=O)C1=C(C=C(S1)C(C(C(=O)OC)C)C1=CC(=C(C=C1)C)CO)F